(+/-)-3-(((trans)-8-methoxy-2-(6-methoxypyridin-3-yl)-3-methyl-2,3-dihydrobenzo[b][1,4]dioxin-6-yl)methyl-d2)-3H-imidazo[4,5-b]pyridine COC1=CC(=CC2=C1O[C@H]([C@@H](O2)C)C=2C=NC(=CC2)OC)C(N2C=NC=1C2=NC=CC1)([2H])[2H] |r|